The molecule is an alpha,omega-dicarboxylic acid that is pentadecanedioic acid which is substituted by methyl groups groups at positions 2 and 14, and by a hydroxy group at position 8. It is a drug used for the treatment of high LDL cholesterol, which is sometimes referred to as 'bad cholesterol'. It has a role as an antilipemic drug, an EC 2.3.3.8 (ATP citrate synthase) inhbitor and a prodrug. CC(C)(CCCCCC(CCCCCC(C)(C)C(=O)O)O)C(=O)O